CS(=O)O[C@@H]1[C@H](O[C@H]([C@@H]1O[Si](C)(C)C(C)(C)C)N1C(N=C(C=C1)NC(C1=CC=CC=C1)=O)=O)CO[Si](C)(C)C(C)(C)C (2R,3R,4R,5R)-5-(4-benzamido-2-oxopyrimidin-1(2H)-yl)-4-((tert-butyldimethylsilyl)oxy)-2-(((tert-butyldimethylsilyl)oxy)methyl)tetrahydrofuran-3-yl methanesulfinate